4-(((1-(1-(3,3-difluorocyclobutane-1-carbonyl)piperidin-4-yl)-1H-pyrazol-4-yl)methyl)amino)-2-(2,6-dioxopiperidin-3-yl)isoindoline-1,3-dione FC1(CC(C1)C(=O)N1CCC(CC1)N1N=CC(=C1)CNC1=C2C(N(C(C2=CC=C1)=O)C1C(NC(CC1)=O)=O)=O)F